3,3-difluoro-4-(4-fluorophenyl)-4-((triethylsilyl)oxy)butan-1-ol FC(CCO)(C(O[Si](CC)(CC)CC)C1=CC=C(C=C1)F)F